BrC=1C=C(C(=NC1)NCC1=CC(=C(C=C1)OCC1=CC=C(C=C1)OC)OC)[N+](=O)[O-] 5-bromo-N-(3-methoxy-4-(4-methoxybenzyloxy)benzyl)-3-nitropyridin-2-amine